tert-butylmethyl-(2-(4,4,5,5-tetramethylol-1,3,2-dioxaborolan-2-yl)phenoxide) C(C)(C)(C)CC=1C(=C([O-])C=CC1)B1OC(C(O1)(CO)CO)(CO)CO